(5-phosphoribosyl-amino)imidazole-4-carboxamide P(=O)(O)(O)OC[C@@H]1[C@H]([C@H](C(O1)NC=1NC=C(N1)C(=O)N)O)O